1-(2-Bromoethoxy)-2-fluorobenzene BrCCOC1=C(C=CC=C1)F